C[C@@]1(CN(CC1)C(=O)OCC1=CC=CC=C1)[C@H]1NCCCC1 benzyl (3R)-3-methyl-3-[(2S)-2-piperidyl]pyrrolidine-1-carboxylate